3-methyl-3-pyrroline-1-carboxylic acid benzyl ester C(C1=CC=CC=C1)OC(=O)N1CC(=CC1)C